(S)-6-(3,5-dimethylisoxazol-4-yl)-N-(1,1-thiazetidin-3-yl)-4-(3-phenylmorpholino)quinazoline-2-carboxamide CC1=NOC(=C1C=1C=C2C(=NC(=NC2=CC1)C(=O)NC1CNC1)N1[C@H](COCC1)C1=CC=CC=C1)C